quercetin-3-O-valerate O1C(=C(OCCCCC(=O)[O-])C(=O)C=2C(O)=CC(O)=CC12)C1=CC(O)=C(O)C=C1